O1[C@H](CC1)C(=O)N1CC2(CC2)[C@@H]([C@@H]1CC=1C(=C(C=CC1)C1=C(C(=CC=C1)F)F)F)NS(=O)(=O)C N-((6S,7S)-5-((R)-oxetane-2-carbonyl)-6-((2,2',3'-trifluoro-[1,1'-biphenyl]-3-yl)methyl)-5-azaspiro[2.4]heptan-7-yl)methanesulfonamide